(3-(4-(6-chloro-3,5-dicyano-4-ethylpyridin-2-yl)piperazin-1-yl)propyl)carbamic acid tert-butyl ester C(C)(C)(C)OC(NCCCN1CCN(CC1)C1=NC(=C(C(=C1C#N)CC)C#N)Cl)=O